1-[3-acetyl-5-chloro-6-[5-[(6-methylpyridazin-3-yl)amino]benzimidazol-1-yl]-2-pyridyl]pyrazole-3-carbonitrile C(C)(=O)C=1C(=NC(=C(C1)Cl)N1C=NC2=C1C=CC(=C2)NC=2N=NC(=CC2)C)N2N=C(C=C2)C#N